CC1=NC2=C(C=NC=C2C=C1)N 2-methyl-1,6-naphthyridin-8-amine